3-(Benzyloxy)-4-methyl-5-(1-(tetrahydro-2H-pyran-4-yl)-1H-pyrazol-4-yl)picolinic acid C(C1=CC=CC=C1)OC=1C(=NC=C(C1C)C=1C=NN(C1)C1CCOCC1)C(=O)O